1-(4-((6-((4-(3-Cyclopentyl-7-fluoro-2-methyl-2H-indazol-5-yl)5-fluoropyrimidin-2-yl)amino)pyridin-3-yl)methyl)piperazin-1-yl)ethan-1-on C1(CCCC1)C=1N(N=C2C(=CC(=CC12)C1=NC(=NC=C1F)NC1=CC=C(C=N1)CN1CCN(CC1)C(C)=O)F)C